CC(COCCCN)C 3-(2-methylpropoxy)propan-1-amine